2'-acetyl-3-chloro-4-[(3,5-difluoropyridin-2-yl)methoxy]-5',6-dimethyl-[1,4'-bipyridin]-2-one C(C)(=O)C1=NC=C(C(=C1)N1C(C(=C(C=C1C)OCC1=NC=C(C=C1F)F)Cl)=O)C